O[C@@H]1C[C@H](N(C1)C(C(C(C)C)C1=CC(=NO1)OC)=O)C=1NC=C(N1)C(=O)N(C)C 2-[(2S,4R)-4-hydroxy-1-[2-(3-methoxyisoxazol-5-yl)-3-methyl-butyryl]pyrrolidin-2-yl]-N,N-dimethyl-1H-imidazole-4-carboxamide